NC1=NC=C(C2=C1C=NN2)NC(C(N2[C@H](CC[C@@H](C2)C)C2=CC(=CC=C2)C#N)=O)=O N-(4-amino-1H-pyrazolo[4,3-c]pyridin-7-yl)-2-oxo-2-[(2R,5S)-2-(3-cyanophenyl)-5-methyl-1-piperidyl]acetamide